methyl 2-(bis(2,6-dimethylbenzyl) amino)-3-bromopropionate CC1=C(CN(C(C(=O)OC)CBr)CC2=C(C=CC=C2C)C)C(=CC=C1)C